4-bromobutyric acid dodecyl ester C(CCCCCCCCCCC)OC(CCCBr)=O